FC1([C@H](COC1)NC(N(C1(CC1)C1=CC=NC=C1)C)=O)F 3-[(3S)-4,4-difluorotetrahydrofuran-3-yl]-1-methyl-1-[1-(4-pyridyl)cyclopropyl]urea